ClC1=C(C=CC=C1C=1C=CC=C2C(=NN(C12)C)C1=CC(=C(C(=C1)OC)C=O)OC)C1=CC=C(C(=N1)OC)CN(C(OC(C)(C)C)=O)C[C@@H]1C[C@@H](C1)O tert-butyl ((6-(2-chloro-3-(3-(4-formyl-3,5-dimethoxyphenyl)-1-methyl-1H-indazol-7-yl)phenyl)-2-methoxypyridin-3-yl)methyl)((cis-3-hydroxycyclobutyl)methyl)carbamate